CC(CN)(C)N 2-methyl-1,2-diaminopropane